5-(4-cyclopropyl-6-methoxypyrimidin-5-yl)-7-((3-fluoro-4-(1-methyl-4-(trifluoromethyl)-1H-imidazol-2-yl)benzyl)oxy)-2-(tetrahydro-2H-pyran-2-yl)-2H-pyrazolo[4,3-d]pyrimidine C1(CC1)C1=NC=NC(=C1C=1N=C(C=2C(N1)=CN(N2)C2OCCCC2)OCC2=CC(=C(C=C2)C=2N(C=C(N2)C(F)(F)F)C)F)OC